tert-butyl-1,5-dimethyl-3,8-diazabicyclo[3.2.1]octane C(C)(C)(C)C1C2(CCC(CN1)(N2)C)C